5-chloro-N-(5-hydroxy-3,4,6-trimethylpyridin-2-yl)-1H-indole-2-carboxamide ClC=1C=C2C=C(NC2=CC1)C(=O)NC1=NC(=C(C(=C1C)C)O)C